COC1=CC=C(C=C1)CNC(=O)C1CN(C(C1)=O)CC(C)C N-[(4-methoxyphenyl)methyl]-1-(2-methylpropyl)-5-oxopyrrolidin-3-carboxamid